FC(C(=O)N1[C@H](CNCC1)CC#N)=C (S)-2-(1-(2-fluoropropenoyl)piperazin-2-yl)acetonitrile